N-(4-Fluoro-3-methylphenyl)-2-isonicotinoyl-7-methyl-2,3,3a,4,10,10a-hexahydro-1H,7H-dipyrrolo[3,4-b:3',4'-f][1,4,5]oxathiazocin-8-carboxamid-5,5-dioxid FC1=C(C=C(C=C1)NC(=O)C=1N(C=C2C1OCC1C(NS2(=O)=O)CN(C1)C(C1=CC=NC=C1)=O)C)C